penta(dimethylamine) tantalum [Ta].CNC.CNC.CNC.CNC.CNC